ClC=1C=C(NC1)C1=CC=C(C=C1)Cl 4-chloro-2-(4-chlorophenyl)-1H-pyrrole